3-(phenylseleno)-2-piperidone C1(=CC=CC=C1)[Se]C1C(NCCC1)=O